C(CCCCCCCCCCCCCCCCC)(=O)NC1=NC(=NC(=N1)S)S 6-Stearamido-1,3,5-triazine-2,4-dithiol